FC1=C(C=CC=C1)C(=C)C1=C(OCCN2CCOCC2)C(=CC(=C1)C)C 4-(2-(2-(1-(2-Fluorophenyl)vinyl)-4,6-dimethylphenoxy)ethyl)morpholine